C(C)(C)C1CCC(=CC12C=CC(O2)C)C 10-isopropyl-2,7-dimethyl-1-oxaspiro[4.5]deca-3,6-diene